O=C1N(C=CC(N1)=O)[C@H](C(=O)OC)C Methyl (S)-2-(2,4-dioxo-3,4-dihydropyrimidin-1(2H)-yl)propanoate